3-((4-((1R,5S)-3,8-diazabicyclo[3.2.1]octan-3-yl)-7-(3-hydroxynaphthalen-1-yl)quinazolin-2-yl)amino)-N,N-dimethylpropanamide [C@H]12CN(C[C@H](CC1)N2)C2=NC(=NC1=CC(=CC=C21)C2=CC(=CC1=CC=CC=C21)O)NCCC(=O)N(C)C